5-[(1-methyl-4-piperidyl)amino]thieno[2,3-c]pyridine-2-carbonitrile CN1CCC(CC1)NC=1C=C2C(=CN1)SC(=C2)C#N